C(C)(=O)C1=C(C(=NC(=C1)N1C=NC2=C1C=CC(=C2)NC=2N=NC(=CC2)C)N2N=C(C=C2C)C#N)Cl 1-[4-acetyl-3-chloro-6-[5-[(6-methylpyridazin-3-yl)amino]benzimidazol-1-yl]-2-pyridyl]-5-methyl-pyrazole-3-carbonitrile